COC1=CC=C(C=C1)CN1C(C(CCC1=O)OS(=O)(=O)C(F)(F)F)=O [1-[(4-methoxyphenyl) methyl]-2,6-dioxo-3-piperidyl]trifluoromethanesulfonate